7-((4,6-Dimethyl-2-oxo-1,2-dihydropyridin-3-yl)methyl)-2-(4-(3-methoxyazetidin-1-yl)cyclohexyl)-2,9-dimethyl-2,3,6,7-tetrahydrofurano[3,2-g]isoquinolin-8(5H)-one CC1=C(C(NC(=C1)C)=O)CN1C(C2=C(C3=C(C=C2CC1)CC(O3)(C)C3CCC(CC3)N3CC(C3)OC)C)=O